FC(C1=C(C=C2CCCN(C2=C1)C=1C=2C=C(C(N(C2C=C(C1)CCC)C)=O)C)C=1C=CC(=NC1)C(=O)NCCC#CC1=C2CN(C(C2=CC=C1)=O)C1C(NC(CC1)=O)=O)F 5-(7-(Difluoromethyl)-1',3'-dimethyl-2'-oxo-7'-propyl-1',2',3,4-tetrahydro-2H-[1,5'-biquinolin]-6-yl)-N-(4-(2-(2,6-dioxopiperidin-3-yl)-1-oxoisoindolin-4-yl)but-3-yn-1-yl)picolinamide